6-((2,6-dimethylpyrimidin-4-yl)amino)-1-(4-(trifluoromethoxy)phenyl)-1,2-dihydro-3H-pyrazolo[4,3-c]pyridin-3-one CC1=NC(=CC(=N1)NC1=CC2=C(C=N1)C(NN2C2=CC=C(C=C2)OC(F)(F)F)=O)C